OCC(=O)OCC1=CC=CC=C1 benzyl 2-hydroxy-acetate